C(C)(C)(C)OC(=O)N1[C@H](C[C@@](C1)(C1=CC=CC=C1)O)C(NC1=C(C=CC(=C1)C(CCC1CC1)(C1=CC=NC=C1)[S@](=O)C(C)(C)C)F)=O (2R,4S)-2-(5-((-)-3-cyclopropyl-1-((R)-1,1-dimethylethylsulfinyl)-1-(pyridin-4-yl)propyl)-2-fluorophenylcarbamoyl)-4-hydroxy-4-phenylpyrrolidine-1-carboxylic acid tert-butyl ester